5-(3,4-dichlorophenoxy)-2-(methylsulfanyl)isonicotinic acid ClC=1C=C(OC2=CN=C(C=C2C(=O)O)SC)C=CC1Cl